C1=CC=CC=2C=CC=3N(C=4C=CC=CC4C3C21)C=2C(=C(C=CC2)N2C1=CC=C3C(=C1C=1C=C4C(=CC21)C=CC=C4)C=CC=C3)Br 7-(3-(7H-benzo[c]carbazol-7-yl)-2-bromophenyl)-7H-dibenzo[b,g]carbazole